S-Propyl thiosulfate S(=O)(=O)(SCCC)[O-]